triacontadiene CCCCCCCCCCCCCCCCCCCCCCCCCC/C=C/C=C